B([O-])([O-])[O-].C(C)[Si+](CC)CC.C(C)[Si+](CC)CC.C(C)[Si+](CC)CC tris(triethylsilicon) borate